4-diphenylacetoxy-1,1-dimethylpiperidinium C1(=CC=CC=C1)C(C(=O)OC1CC[N+](CC1)(C)C)C1=CC=CC=C1